BrC=1C=CC=NC1 (RS)-5-bromo-pyridine